α-methyl-1,3-benzodioxole-5-propanal CC(C=O)CC1=CC2=C(OCO2)C=C1